C(OC(C)Cl)(=O)Cl 1-Chloroethyl carbonochloridate